2-chloro-5-ethyl-4-(2-methoxy-5-methylphenoxy)pyrimidine ClC1=NC=C(C(=N1)OC1=C(C=CC(=C1)C)OC)CC